(3S)-3-(3,5-dichlorophenyl)-3-(2-(4-((5-fluoro-1,4,5,6-tetrahydropyrimidin-2-yl)amino)-1H-indazole-6-carboxamido)acetamido)propanoic acid ClC=1C=C(C=C(C1)Cl)[C@H](CC(=O)O)NC(CNC(=O)C1=CC(=C2C=NNC2=C1)NC=1NCC(CN1)F)=O